2-chloro-8-(2,6-difluoro-4-nitrophenoxy)-3-methoxy-1,5-naphthyridine ClC1=NC2=C(C=CN=C2C=C1OC)OC1=C(C=C(C=C1F)[N+](=O)[O-])F